COCCN1N=CC(=C1)C=1N=CC=2N(C1)N=CC2C(=O)NC=2C(=NC=C(C2)NC(CN2[C@H](CCC2)C)=O)C (S)-6-(1-(2-methoxyethyl)-1H-pyrazol-4-yl)-N-(2-methyl-5-(2-(2-methylpyrrolidin-1-yl)acetamido)pyridin-3-yl)pyrazolo[1,5-a]pyrazine-3-carboxamide